1-[6-amino-2,4-difluoro-3-(1-methylpyrazol-4-yl)phenyl]ethanone NC1=CC(=C(C(=C1C(C)=O)F)C=1C=NN(C1)C)F